Ethyl-[(4-chloro-1,5-diphenyl-1H-pyrazol-3-yl)oxy]acetat C(C)OC(COC1=NN(C(=C1Cl)C1=CC=CC=C1)C1=CC=CC=C1)=O